C(C)(C)(C)OC(N[C@@H]1C[C@@H](C1)OS(=O)(=O)C)=O N-[cis-3-(methylsulfonyloxy)cyclobutyl]carbamic acid tert-butyl ester